O[C@@H]1CN(CC1)C1=C(C=C(C=C1)S1(NCCC1)=O)C=1NC2=CC=CC=C2C1 1-(4-((S)-3-hydroxypyrrolidin-1-yl)-3-(1H-indol-2-yl)phenyl)-4,5-dihydro-3H-isothiazole 1-oxide